methyl (chloromethyl) ether ClCOC